CN(S(=O)(=O)N1N=C(C2=CC=CC=C12)NC=1N=C(C2=C(N1)C=C(O2)C2=CC=NC=C2)N2CCOCC2)C N,N-dimethyl-3-((4-morpholino-6-(pyridin-4-yl)furo[3,2-d]pyrimidin-2-yl)amino)-1H-indazole-1-sulfonamide